(S)-4-(4-(N-((2-amino-4-hydroxypteridin-6-yl)methyl)-2,2,2-trifluoroacetamido)benzamido)-5-methoxy-5-oxopentanoic acid NC1=NC2=NC=C(N=C2C(=N1)O)CN(C(C(F)(F)F)=O)C1=CC=C(C(=O)N[C@@H](CCC(=O)O)C(=O)OC)C=C1